4-imidazo[1,2-a]pyrazin-3-yl-7-[[6-(4-methylpiperazin-1-yl)-2-pyridyl]amino]isoindolin-1-one N=1C=C(N2C1C=NC=C2)C2=C1CNC(C1=C(C=C2)NC2=NC(=CC=C2)N2CCN(CC2)C)=O